NC=1N=C(SC1C(=O)C=1C=NC(=CC1)OC(F)F)N(C1=CC(=C(C=C1)Cl)F)C(C(=O)N)C (N-[4-Amino-5-[6-(difluoromethoxy)pyridin-3-carbonyl]thiazol-2-yl]-4-chloro-3-fluoroanilino)propanamid